[C@H]12N(C[C@H](NC1)C2)C=2C=C1CN(C(C1=CC2)=O)N2C(NC(CC2)=O)=O 1-(5-((1r,4r)-2,5-diazabicyclo[2.2.1]heptan-2-yl)-1-oxoisoindolin-2-yl)dihydropyrimidine-2,4(1h,3h)-dione